O1-(2-((4-(((2-(ethyl (methyl) amino) ethyl) carbamoyl) oxy) dodecanoyl) oxy) propane-1,3-diyl) bis(azelate) C(CCCCCCCC(=O)[O-])(=O)OCC(COC(CCCCCCCC(=O)[O-])=O)OC(CCC(CCCCCCCC)OC(NCCN(C)CC)=O)=O